2-((S)-1-(6-Chloroimidazo[1,2-a]pyridine-2-carbonyl)pyrrolidin-2-yl)-N-((S)-6-guanidino-1-(methylamino)-1-oxohexan-2-yl)thiazole-4-carboxamide ClC=1C=CC=2N(C1)C=C(N2)C(=O)N2[C@@H](CCC2)C=2SC=C(N2)C(=O)N[C@H](C(=O)NC)CCCCNC(=N)N